(2S)-4-Acetamido-2-aminobutanoic acid C(C)(=O)NCC[C@@H](C(=O)O)N